ClC=1C(=NC(=NC1)NC1CCN(CC1)S(=O)(=O)C)C=1C=CC2=C(C(=CO2)C(C)C)C1 5-chloro-4-(3-isopropylbenzofuran-5-yl)-N-(1-(methylsulfonyl)piperidin-4-yl)pyrimidin-2-amine